The molecule is an (S)-3-hydroxyacyl-CoA having (3S)-citryl as the S-acyl group It derives from a citric acid and a coenzyme A. It is a conjugate acid of a (3S)-citryl-CoA(6-). CC(C)(COP(=O)(O)OP(=O)(O)OC[C@@H]1[C@H]([C@H]([C@@H](O1)N2C=NC3=C(N=CN=C32)N)O)OP(=O)(O)O)[C@H](C(=O)NCCC(=O)NCCSC(=O)C[C@@](CC(=O)O)(C(=O)O)O)O